BrC=1C(=C2C=3C(=NC(=NC3C1F)OC[C@]13CCCN3C[C@@H](C1)F)N([C@H](CO2)C=C)CC(F)F)Cl (S)-9-bromo-8-chloro-4-(2,2-difluoroethyl)-10-fluoro-2-(((2R,7aS)-2-fluorotetrahydro-1H-pyrrolizin-7a(5H)-yl)methoxy)-5-vinyl-5,6-dihydro-4H-[1,4]oxazepino[5,6,7-de]quinazoline